tert-Butyl (1S,4S)-5-(4-((3-chloro-4-(2,2-difluoroethoxy)-2-fluorophenyl)amino)pyrido[3,2-d]pyrimidin-6-yl)-2,5-diazabicyclo[2.2.1]heptane-2-carboxylate ClC=1C(=C(C=CC1OCC(F)F)NC=1C2=C(N=CN1)C=CC(=N2)N2[C@@H]1CN([C@H](C2)C1)C(=O)OC(C)(C)C)F